2-(3-(1-(2-(benzylamino)ethyl)-5-(pentan-3-ylcarbamoyl)-1H-1,2,4-triazol-3-yl)phenyl)-N-(pentan-3-yl)oxazole-5-carboxamide C(C1=CC=CC=C1)NCCN1N=C(N=C1C(NC(CC)CC)=O)C=1C=C(C=CC1)C=1OC(=CN1)C(=O)NC(CC)CC